1-methyl-3-(4-sulfobutyl)imidazole hydrogen sulfate S(=O)(=O)(O)O.CN1CN(C=C1)CCCCS(=O)(=O)O